3-(((4-(Dimethylamino)butyl) carbamoyl)oxy)-2,2-bis((octanoyloxy) methyl)propyl 4,5-dibutylnonanoate C(CCC)C(CCC(=O)OCC(COC(NCCCCN(C)C)=O)(COC(CCCCCCC)=O)COC(CCCCCCC)=O)C(CCCC)CCCC